(2R,3R,5R,6S)-5-((tert-butyldiphenylsilyl)oxy)-2-hydroxy-6-methyltetrahydro-2H-pyran-3-yl benzoate C(C1=CC=CC=C1)(=O)O[C@H]1[C@@H](O[C@H]([C@@H](C1)O[Si](C1=CC=CC=C1)(C1=CC=CC=C1)C(C)(C)C)C)O